2-(2-fluorophenyl)-N-((R)-((S)-7-(1-methyl-1H-pyrazol-4-yl)-2,3-dihydro-1H-pyrido[2,3-b][1,4]oxazin-3-yl)(phenyl)methyl)ethanamine dihydrochloride Cl.Cl.FC1=C(C=CC=C1)CCN[C@H](C1=CC=CC=C1)[C@@H]1CNC2=C(O1)N=CC(=C2)C=2C=NN(C2)C